OCC1CCCC(CC1)CO 1,5-bis(hydroxymethyl)cycloheptane